m-PhenyleneBismaleimide tert-butyl-(5-bromo-3-(3-(4-nitrophenyl)isoxazol-5-yl)pyrazin-2-yl)(tert-butoxycarbonyl)carbamate C(C)(C)(C)CC(C)(C)OC(=O)N(C(O)=O)C1=NC=C(N=C1C1=CC(=NO1)C1=CC=C(C=C1)[N+](=O)[O-])Br.C1(=CC(=CC=C1)C=1C(=O)NC(C1)=O)C=1C(=O)NC(C1)=O